C(C)(=O)O[C@H]1[C@H](S)O[C@@H]([C@H]([C@@H]1OC(C)=O)OC(C)=O)COC(C)=O thio-β-D-glucose tetraacetate